tert-butyl (2S,4S)-4-[[2-(7-fluoro-2-methyl-indazol-5-yl)-4-methyl-pyrimidine-5-carbonyl]amino]-2-methyl-piperidine-1-carboxylate FC1=CC(=CC2=CN(N=C12)C)C1=NC=C(C(=N1)C)C(=O)N[C@@H]1C[C@@H](N(CC1)C(=O)OC(C)(C)C)C